C(C)(C)(C)OC(=O)N1S(O[C@@H](C1)C)(=O)=O (R)-5-methyl-1,2,3-oxathiazolidine-3-carboxylic acid tert-butyl ester 2,2-dioxide